4-fluoro-3-(4-phenyl-6-(9-phenyl-9H-carbazol-3-yl)-1,3,5-triazin-2-yl)benzonitrile-2,5,6-d3 FC=1C(=C(C(C#N)=C(C1[2H])[2H])[2H])C1=NC(=NC(=N1)C1=CC=CC=C1)C=1C=CC=2N(C3=CC=CC=C3C2C1)C1=CC=CC=C1